C(C)OC(CN1C(C2=C(C1=O)C=C(S2)C2=NC(=NC=C2)Cl)(C)C)=O (2-(2-chloropyrimidin-4-yl)-6,6-dimethyl-4-oxo-4H-thieno[2,3-c]Pyrrole-5(6H)-yl)acetic acid ethyl ester